[3-methyl-5-(6-methyl-3-pyridyl)triazol-4-yl]methanol CN1N=NC(=C1CO)C=1C=NC(=CC1)C